3-(2-{2-[2-(2,5-dioxo-2,5-dihydro-1H-pyrrol-1-yl)acetamido]ethoxy}ethoxy)phenyl beta-D-glucopyranosiduronic acid O([C@H]1[C@H](O)[C@@H](O)[C@H](O)[C@H](O1)C(=O)O)C1=CC(=CC=C1)OCCOCCNC(CN1C(C=CC1=O)=O)=O